NC1=C(C=C(C=C1)Cl)CC(CC(=O)O)O[Si](C)(C)C(C)(C)C 4-(2-amino-5-chlorophenyl)-3-{[tert-butyl-(dimethyl)silyl]Oxy}butyric acid